ClC=1C=C(C=CC1)C1C(C(C1)NC(=O)C=1N=NN(C1)C(C)C1=CC=C2C3(CN(CC2=C1)C)CC3)O N-(3-(3-Chlorophenyl)-2-hydroxycyclobutyl)-1-(1-(2'-methyl-2',3'-dihydro-1'H-spiro[cyclopropane-1,4'-isoquinolin]-7'-yl)ethyl)-1H-1,2,3-triazole-4-carboxamide